1-(5-bromo-2-pyridyl)ethanone BrC=1C=CC(=NC1)C(C)=O